1-((2-methoxy-4-(4,4,5,5-tetramethyl-1,3,2-dioxaborolan-2-yl)phenyl)imino)tetrahydro-1H-1λ6-thiophene-1-oxide COC1=C(C=CC(=C1)B1OC(C(O1)(C)C)(C)C)N=S1(CCCC1)=O